C(C)(C)C(C(N)(C1=CC=CC=C1)C1=CC=CC=C1)N 1-isopropyl-2,2-diphenyl-1,2-ethylenediamine